5-chloro-N-[(1R)-1-(4-chlorophenyl)-2-hydroxyethyl]-2-ethylpyrimidine-4-carboxamide ClC=1C(=NC(=NC1)CC)C(=O)N[C@@H](CO)C1=CC=C(C=C1)Cl